methyl-di(hexadecyl)amine CN(CCCCCCCCCCCCCCCC)CCCCCCCCCCCCCCCC